1-methyl-4-(7-morpholino-5-(3-(m-tolyl)-1H-pyrazol-1-yl)pyrazolo[1,5-a]pyrimidin-2-yl)-5,6-dihydropyridin-2(1H)-one CN1C(C=C(CC1)C1=NN2C(N=C(C=C2N2CCOCC2)N2N=C(C=C2)C=2C=C(C=CC2)C)=C1)=O